(R)-4-(tert-butyl)oxazolidine-2,5-dione C(C)(C)(C)[C@H]1NC(OC1=O)=O